3-bromo-9-(4-(morpholin-4-ylcarbonyl)phenyl)-2-(trifluoromethyl)-4H-pyrido[1,2-a]pyrimidin-4-one BrC1=C(N=C2N(C1=O)C=CC=C2C2=CC=C(C=C2)C(=O)N2CCOCC2)C(F)(F)F